OC(C)C12CC(CC(N1C(=O)OC(C)(C)C)C2)C tert-butyl cis-1-(1-hydroxyethyl)-3-methyl-6-azabicyclo[3.1.1]heptane-6-carboxylate